Cl.C[C@@H]1CN(CC1)C=1C=C2C(=CC=NC2=CC1)C(=O)O (S)-6-(3-Methylpyrrolidin-1-yl)quinoline-4-carboxylic acid HCl